5-(3-methyl-4-(methylsulfonyl)-5-(phenylethynyl)phenoxy)-1H-1,2,3-triazole-4-carboxylic acid CC=1C=C(OC2=C(N=NN2)C(=O)O)C=C(C1S(=O)(=O)C)C#CC1=CC=CC=C1